N-methyl-β-homoleucine CN[C@@H](CC(C)C)CC(=O)O